N1(N=CC=C1)S(=O)(=O)C1=CC=C(C=C1)B(O)O 4-(1H-PYRAZOL-1-YLSULFONYL)PHENYLBORONIC ACID